FC1=CC=C(C=C1)N1C(C=2C(=NC=3C=CC(=CC3C2C1=O)S(=O)(=O)N1CCOCC1)C)=O 2-(4-fluorophenyl)-4-methyl-8-(morpholine-4-sulfonyl)-1H,2H,3H-pyrrolo[3,4-c]quinoline-1,3-dione